Cl.NC[C@H](C1=CC(=CC(=C1)F)Cl)NC(=O)C=1N=CN(C1)C1=NC(=NC=C1C)NC1CCOCC1 (S)-N-(2-amino-1-(3-chloro-5-fluoro-phenyl)ethyl)-1-(5-methyl-2-((tetrahydro-2H-pyran-4-yl)amino)-pyrimidin-4-yl)-1H-imidazole-4-carboxamide hydrochloride salt